C(\C=C/C(=O)O)(=O)O.NCCC(=O)O beta-alanine maleate